FC1CCN(CC1)NC1=CC=CC=C1 (4-fluoropiperidin-1-yl)aniline